ClC1=NC(=C(C2=CC=CC=C12)O)C(=O)NC(C(=O)O)CC1=CC=C(C=C1)O 2-[(1-chloro-4-hydroxyisoquinoline-3-carbonyl)amino]-3-(4-hydroxyphenyl)propionic acid